[W].[B].[Al] aluminum boron tungsten